Cis-3-Hexenylacetic Acid (Cis-3-hexenyl acetate) C(C\C=C/CC)CC(=O)O.C(C\C=C/CC)CC(=O)O